Cl.OC[C@H]1[C@H](CNCC1)NC(OCC1C2=CC=CC=C2C=2C=CC=CC12)=O (9H-fluoren-9-yl)methyl ((3R,4R)-4-(hydroxymethyl)piperidin-3-yl)carbamate hydrochloride